N1C2(COCC1)CCCN1CC3(COC4CCCCC4C4CCC(OCC12)CC4)CC3 Rel-(1s,16S,17R,20s)-dispiro[cyclopropane-1,10'-[8,19]dioxa-[12]azatetracyclo[18.2.2.02,7.012,17]tetracosane-16',3''-morpholine]